4-(m-tolyl)-1-(p-tolyl)-1H-1,2,3-triazole C1(=CC(=CC=C1)C=1N=NN(C1)C1=CC=C(C=C1)C)C